C(#N)CC1N(CCN(C1)C=1C2=C(N=C(N1)OC[C@H]1N(CCC1)C)OC1(CC2)C2=CC=CC=C2C=2C=CC=CC21)C(=O)OCC2=CC=CC=C2 benzyl (Sr)-2-(cyanomethyl)-4-(2'-(((S)-1-methylpyrrolidin-2-yl)methoxy)-5',6'-dihydrospiro[fluorene-9,7'-pyrano[2,3-d]pyrimidin]-4'-yl)piperazine-1-carboxylate